5-{4-[(3S)-3-Aminopyrrolidin-1-yl]-5-(4-fluoro-1H-1,3-benzodiazol-2-yl)pyridin-3-yl}-2-fluorobenzonitril N[C@@H]1CN(CC1)C1=C(C=NC=C1C1=NC2=C(N1)C=CC=C2F)C=2C=CC(=C(C#N)C2)F